C(C)C1=CC=C(C=C1)N1N=CC(=C1)C=1C=C2C(=CNC2=CC1)NC(OC(C)(C)C)=O tert-Butyl (5-(1-(4-ethylphenyl)-1H-pyrazol-4-yl)-1H-indol-3-yl)carbamate